ClC1=C(C=CC(=C1)Cl)[C@@H]1OC2=C(OC1)C=CC=C2C2CCN(CC2)CC2=NC1=C(N2CC2(CC2)CF)C=C(C=C1)C(=O)[O-] (S)-2-((4-(3-(2,4-dichlorophenyl)-2,3-dihydrobenzo[b][1,4]dioxin-5-yl)piperidin-1-yl)methyl)-1-((1-(fluoromethyl)cyclopropyl)methyl)-1H-benzo[d]imidazole-6-carboxylate